Ethyl 4-methyl-2-(3-(5,6,7,8-tetrahydronaphthalene-2-carboxamido)propanamido)thiazole-5-carboxylate CC=1N=C(SC1C(=O)OCC)NC(CCNC(=O)C1=CC=2CCCCC2C=C1)=O